COC([C@@H](C)O/N=C/C1=C(C=C(C(=C1)N1C(N(C(=CC1=O)C(F)(F)F)C)=O)F)Cl)=O |r| Methyl-(2RS)-2-{[(E)-{2-chloro-4-fluoro-5-[3-methyl-2,6-dioxo-4-(trifluoromethyl)-3,6-dihydropyrimidin-1(2H)-yl]benzyliden}amino]oxy}propanoate